butanedioyl chloride C(CCC(=O)Cl)(=O)Cl